CC(CC)N1N=CN(C1=O)C1=CC=C(C=C1)N1CCN(CC1)C1=CC=C(C=C1)OCC1OC(OC1)(CN1N=CN=C1)C1=C(C=C(C=C1)Cl)Cl 2-butan-2-yl-4-[4-[4-[4-[[2-(2,4-dichlorophenyl)-2-(1,2,4-triazol-1-ylmethyl)-1,3-dioxolan-4-yl]methoxy]phenyl]piperazin-1-yl]phenyl]-1,2,4-triazol-3-one